2-(benzo[d][1,3]dioxol-5-yl)-1-(3-(2-(benzyloxy)phenyl)-2-methyl-6,7-dihydropyrazolo[1,5-a]pyrimidin-4(5H)-yl)ethan-1-one O1COC2=C1C=CC(=C2)CC(=O)N2C=1N(CCC2)N=C(C1C1=C(C=CC=C1)OCC1=CC=CC=C1)C